(R)-2-heptylamine C[C@H](CCCCC)N